benzyl (7-((1-(4-amino-2-fluorophenyl)piperidin-4-yl)methyl)-7-azaspiro[3.5]nonan-2-yl)carbamate NC1=CC(=C(C=C1)N1CCC(CC1)CN1CCC2(CC(C2)NC(OCC2=CC=CC=C2)=O)CC1)F